butyl N-(1-oxotetralin-6-yl)carbamate O=C1CCCC2=CC(=CC=C12)NC(OCCCC)=O